methyl N-[5-[6-[(4-fluoro-3-methoxy-phenyl)-methyl-carbamoyl]-4-(methoxymethyl)benzimidazol-1-yl]-2-pyridyl]carbamate FC1=C(C=C(C=C1)N(C(=O)C=1C=C(C2=C(N(C=N2)C=2C=CC(=NC2)NC(OC)=O)C1)COC)C)OC